COC(=O)C1=NC=CN=C1N[C@@H]1C[C@@H]2CN([C@H]1C2)C(C2=C(C=CC=C2)N2N=CC=N2)=O (((1S,4S,6R)-2-(2-(2H-1,2,3-triazol-2-yl)benzoyl)-2-azabicyclo[2.2.1]hept-6-yl)amino)pyrazine-2-carboxylic acid methyl ester